COC=1C=C2CC(C(C2=CC1OC)=O)=CC=1C=CC=C2C=CC=NC12 5,6-dimethoxy-2-(quinolin-8-ylmethylene)-2,3-dihydro-1H-indene-1-one